BrC=1C=2N(C=CC1)N=C(N2)NC=2C=NN(C2)CC(=O)N2CCN(CC2)C 2-[4-([8-bromo-[1,2,4]triazolo[1,5-a]pyridin-2-yl]amino)-1H-pyrazol-1-yl]-1-(4-methylpiperazin-1-yl)ethan-1-one